2-bromo-1-[2-methyl-6-(trifluoromethyl)phenyl]ethanone BrCC(=O)C1=C(C=CC=C1C(F)(F)F)C